(Z)-2-((1-acetyl-3-oxoindolin-2-ylidene)methyl)-3-(naphthalen-1-yl)-quinoline-6-carboxylic acid C(C)(=O)N1\C(\C(C2=CC=CC=C12)=O)=C/C1=NC2=CC=C(C=C2C=C1C1=CC=CC2=CC=CC=C12)C(=O)O